FC1=NC(=C(C=C1N)F)C 2,5-difluoro-6-methyl-pyridin-3-amine